(R)-(+)-tetrahydrofuran O1CCCC1